(2S,4r)-1-[(2S)-2-(4-cyclopropyl-triazol-1-yl)-3,3-dimethyl-butyryl]-N-[(4S)-6,8-dimethyl-chroman-4-yl]-4-hydroxy-pyrrolidine-2-carboxamide C1(CC1)C=1N=NN(C1)[C@H](C(=O)N1[C@@H](C[C@H](C1)O)C(=O)N[C@H]1CCOC2=C(C=C(C=C12)C)C)C(C)(C)C